3-(pyridin-3-yloxy)-9-(trifluoromethyl)-7H-pyrimido[5',4':3,4]cyclopenta[1,2-c]quinolin-7-one N1=CC(=CC=C1)OC1=CC=C2C3=C(C=NC2=C1)C(C1=C3C=NC(=N1)C(F)(F)F)=O